dimethyl maleate (maleate) C(\C=C/C(=O)O)(=O)O.C(\C=C/C(=O)OC)(=O)OC